C(#C)C=1C(NC=2C=C(C=NC2C1)CN1CCC(=CC1)C=1C=NC(=CC1)C(=O)NC)=C=O 1'-((7-Ethynyl-6-carbonyl-5,6-dihydro-1,5-diazanaphthalen-3-yl)methyl)-N-methyl-1',2',3',6'-Tetrahydro-[3,4'-bipyridine]-6-carboxamide